C1(=CC=CC=C1)C(CC(CCCCCCC)=O)=O 1-phenyl-1,3-decanedione